1,2-benzoquinone-3-sulfonate C1(C(C(=CC=C1)S(=O)(=O)[O-])=O)=O